tert-butyl (2R)-2-[(benzyloxy)methyl]-4-oxopyrrolidine-1-carboxylate C(C1=CC=CC=C1)OC[C@@H]1N(CC(C1)=O)C(=O)OC(C)(C)C